C[C@]12C3CC[C@@]4(C(=CCC4C3CC=C2C[C@@H](CC1)NC(CCCCCCCC(=O)NO)=O)C=1C=NC=CC1)C N1-((3R,10R,13S)-10,13-dimethyl-17-(pyridin-3-yl)-2,3,4,7,8,9,10,11,12,13,14,15-dodecahydro-1H-cyclopenta[a]phenanthren-3-yl)-N9-hydroxynonanediamide